BrC1=C(N=C2N1C=CC(=C2)C#N)C(F)(F)F 3-bromo-2-(trifluoromethyl)imidazo[1,2-a]pyridine-7-carbonitrile